S1C=C(C=C1)CC(O)([2H])[2H] 2-(Thiophen-3-yl)ethan-1,1-d2-1-ol